4-{5-[(2,6-dioxopiperidin-3-yl)amino]-2-fluorophenyl}piperazine-1-carboxylic acid tert-butyl ester C(C)(C)(C)OC(=O)N1CCN(CC1)C1=C(C=CC(=C1)NC1C(NC(CC1)=O)=O)F